C(=O)(O)C1=C(CSCCC#N)C=CC=C1 β-(o-carboxybenzylthio)propiononitrile